(2R,3'S,4S)-4-fluoro-N-(3-(5-fluoro-2-((3-methoxy-1-methyl-1H-pyrazol-4-yl)amino)pyrimidin-4-yl)-1H-indol-7-yl)-1'-methyl-[1,3'-bipyrrolidine]-2-carboxamide F[C@H]1C[C@@H](N(C1)[C@@H]1CN(CC1)C)C(=O)NC=1C=CC=C2C(=CNC12)C1=NC(=NC=C1F)NC=1C(=NN(C1)C)OC